3-(4-((difluoro-methyl)sulfonamido)-3-(1-(4-fluorophenyl)cycloprop-oxy)phenyl)-5-(pyrazin-2-ylamino)-1H-pyrazole-4-carboxamide FC(S(=O)(=O)NC1=C(C=C(C=C1)C1=NNC(=C1C(=O)N)NC1=NC=CN=C1)OC1(CC1)C1=CC=C(C=C1)F)F